(R)-2-(2-Chloro-5-(2-hydroxypropan-2-yl)-8-oxothieno[2',3':4,5]pyrrolo[1,2-d][1,2,4]triazin-7(8H)-yl)-N-(piperidin-3-yl)acetamide ClC1=CC2=C(C=C3N2C(=NN(C3=O)CC(=O)N[C@H]3CNCCC3)C(C)(C)O)S1